6-(pyridin-2-yl)-3,4-dihydro-isoquinoline N1=C(C=CC=C1)C=1C=C2CCN=CC2=CC1